FC1=CC=C2C(CCOC2=C1)C1=C(C(=O)NC2=CC(=CC=C2)S(NC)(=O)=O)C=CC(=C1)C(F)(F)F 2-(7-fluoro-chroman-4-yl)-N-(3-(N-methylsulfamoyl)phenyl)-4-(trifluoromethyl)benzamide